COC(=O)C1[N+](C=C(C=C1)C(F)(F)F)=O 1-oxo-5-(trifluoromethyl)pyridin-1-ium-2-carboxylic acid methyl ester